7-cyclopropoxy-spiro[indoline-3,3'-pyrrole]-2-one C1(CC1)OC=1C=CC=C2C1NC(C21C=NC=C1)=O